CC=1N(C=C[N+]1C)CCC 2,3-dimethyl-1-propylimidazolium